C(C=C)(=O)N[C@@H](CCSC)C(=O)O acryloylmethionine